p-vinylphenyl-lithium C(=C)C1=CC=C(C=C1)[Li]